[N+](=O)([O-])C1=CC2=CC=C3C=CC4=CC=C5C=CC6=CC=C1C1=C6C5=C4C3=C21 nitrocoronene